(7R)-3-cyclopropyl-N-(2-fluoro-2-methylpropyl)-7-[[6-(4-methyltriazol-1-yl)pyridin-3-yl]amino]-7,8-dihydro-6H-cyclopenta[g]isoquinoline-5-sulfonamide C1(CC1)C=1N=CC=2C=C3C(=C(C2C1)S(=O)(=O)NCC(C)(C)F)C[C@@H](C3)NC=3C=NC(=CC3)N3N=NC(=C3)C